N-[(2-Amino-3-pyridyl)sulfonyl]-6-[3-(2,2-dimethylpropoxy)-4-methyl-pyrazol-1-yl]-2-[(4S)-2,2,4-trimethylpyrrolidin-1-yl]pyridin-3-carboxamid NC1=NC=CC=C1S(=O)(=O)NC(=O)C=1C(=NC(=CC1)N1N=C(C(=C1)C)OCC(C)(C)C)N1C(C[C@@H](C1)C)(C)C